CC1(OB(OC1(C)C)C1=CC2=C(C(=NO2)NC([O-])=O)C=C1)C (6-(4,4,5,5-tetramethyl-1,3,2-dioxaborolan-2-yl)benzo[d]isoxazol-3-yl)carbamate